7-cyclopropyl-1-methyl-4-(1-(4-(trifluoromethoxy)benzyl)piperidin-4-yl)-1,4-dihydropyrido[2,3-b]pyrazine-2,3-dione C1(CC1)C1=CC2=C(N(C(C(N2C)=O)=O)C2CCN(CC2)CC2=CC=C(C=C2)OC(F)(F)F)N=C1